CC1(COC1)CNC1=NC(=NC(=N1)NC1=CC(=NC=C1)C(F)(F)F)C1=NC(=CC=C1)C(F)(F)F (3-Methyl-oxetan-3-ylmethyl)-6-(6-trifluoromethyl-pyridin-2-yl)-N'-(2-trifluoromethyl-pyridin-4-yl)-[1,3,5]triazine-2,4-diamine